1-(1-cyclobutyl-2,2,2-trifluoroethyl)-3-[[2-(difluoromethoxy)pyridin-4-yl]methyl]urea C1(CCC1)C(C(F)(F)F)NC(=O)NCC1=CC(=NC=C1)OC(F)F